7-(4,7-Diazaspiro[2.5]octan-7-yl)-2-(2,8-dimethylimidazo[1,2-b]pyridazin-6-yl)-pyrido[1,2-a]pyrimidin-4-one C1CC12NCCN(C2)C=2C=CC=1N(C(C=C(N1)C=1C=C(C=3N(N1)C=C(N3)C)C)=O)C2